C(C)(C)(C)OC(=O)N1[C@@H](CCC1)\C=C\S(NC(NC1=C2CCCC2=CC=2CCCC12)=O)(=O)=O (S,E)-tert-Butyl-2-(2-(N-((1,2,3,5,6,7-hexahydro-s-indacen-4-yl)carbamoyl)sulfamoyl)vinyl)pyrrolidin-1-carboxylat